3-bromo-2,2'-binaphthyl BrC=1C(=CC2=CC=CC=C2C1)C1=CC2=CC=CC=C2C=C1